OC=1C=C2C(=CC1)N1C(C3=C(C4=NC=CC2=C14)C=CC(=C3OC)OC)=O 5-Hydroxy-10,11-dimethoxy-9H-benzo[c]indolo[3,2,1-ij][1,5]naphthyridin-9-one